Hydroxyhexamethylenediamine ONCCCCCCN